2-(dimethylamino)-1-(2-(2-(2,6-dimethylpyridin-4-yl)-3-isopropyl-1H-indol-5-yl)-4,7-dihydrothieno[2,3-c]pyridin-6(5H)-yl)ethan-1-one CN(CC(=O)N1CC2=C(CC1)C=C(S2)C=2C=C1C(=C(NC1=CC2)C2=CC(=NC(=C2)C)C)C(C)C)C